(S)-3-(1'-(3-(1-(((R)-oxetan-2-yl)methyl)-1H-pyrazol-4-yl)benzyl)-6-oxo-6,8-dihydro-2H,7H-spiro[furo[2,3-e]isoindole-3,4'-piperidin]-7-yl)piperidine-2,6-dione O1[C@H](CC1)CN1N=CC(=C1)C=1C=C(CN2CCC3(CC2)COC2=C4CN(C(C4=CC=C23)=O)[C@@H]2C(NC(CC2)=O)=O)C=CC1